BrC=1C=C(C=CC1)S(F)(F)(F)(F)F (3-bromophenyl)pentafluoro-λ6-sulfane